C(C)OP(OCC)(=O)C(=O)C=1C=C2C=CNC2=CC1 1H-indole-5-carbonylphosphonic acid diethyl ester